3-(Trifluoromethyl)-benzylamine FC(C=1C=C(CN)C=CC1)(F)F